5-(Difluoromethyl)-3-methyl-2-(4,4,5,5-tetramethyl-1,3,2-dioxaborolan-2-yl)phenol FC(C=1C=C(C(=C(C1)O)B1OC(C(O1)(C)C)(C)C)C)F